bis(4-hydroxy-3,5-dimethylphenyl)-4-hydroxyphenylmethane OC1=C(C=C(C=C1C)C(C1=CC=C(C=C1)O)C1=CC(=C(C(=C1)C)O)C)C